C(C)OC(=O)NCC(=O)OCCCC(=O)O 4-(((ethoxycarbonyl)glycyl)oxy)butanoic acid